Benzyl-4-[1-[1-(6-fluoro-3-isoquinolyl)pyrrolo[2,3-c]pyridin-5-yl]azetidin-3-yl]oxypiperidine C(C1=CC=CC=C1)N1CCC(CC1)OC1CN(C1)C=1C=C2C(=CN1)N(C=C2)C=2N=CC1=CC=C(C=C1C2)F